2,6-dimethoxy-4-[5-(5-methyl-1,3,4-oxadiazol-2-yl)benzimidazol-1-yl]-N-(2,2,2-trifluoroethyl)benzamide COC1=C(C(=O)NCC(F)(F)F)C(=CC(=C1)N1C=NC2=C1C=CC(=C2)C=2OC(=NN2)C)OC